FC1=C(C(=C(C=C1OC)OC)F)N1C(N(C2=C(C1)C=NC(=C2)C=2C(=NN(C2)CC(=O)N2CCOCC2)C)CC)=O 3-(2,6-difluoro-3,5-dimethoxyphenyl)-1-ethyl-7-(3-methyl-1-(2-morpholino-2-oxoethyl)-1H-pyrazol-4-yl)-3,4-dihydropyrido[4,3-d]pyrimidin-2(1H)-one